2-(3,4-Dihydroxyphenyl)ethyl [(2S,3E,4S)-3-ethylidene-2-(β-D-glucopyranosyloxy)-5-(methoxycarbonyl)-3,4-dihydro-2H-pyran-4-yl]acetate C(/C)=C/1\[C@@H](OC=C([C@H]1CC(=O)OCCC1=CC(=C(C=C1)O)O)C(=O)OC)O[C@H]1[C@H](O)[C@@H](O)[C@H](O)[C@H](O1)CO